C(C)OC(=O)C=1C(C=C2N(C(CC3=CC=C(C=C23)C=2SC=CN2)C(C)C)C1)=O 6-isopropyl-2-oxo-10-(thiazole-2-yl)-6,7-dihydro-2H-pyrido[2,1-a]Isoquinoline-3-carboxylic acid ethyl ester